tert-butyl (3-(4-amino-1-(2,2,2-trifluoroethyl)-1H-indol-2-yl)prop-2-yn-1-yl)(2-methoxy-4-(methylsulfonyl)phenyl)carbamate NC1=C2C=C(N(C2=CC=C1)CC(F)(F)F)C#CCN(C(OC(C)(C)C)=O)C1=C(C=C(C=C1)S(=O)(=O)C)OC